O[C@@H](CN1C[C@@H]2[C@H](C1)CC(C2)OC2=CC=CC=C2)C2=CC=C(C=N2)O 6-((S)-1-hydroxy-2-((3aR,5R,6aS)-5-phenoxyhexahydrocyclopenta[c]pyrrol-2(1H)-yl)ethyl)pyridin-3-ol